rac-tert-butyl (1R,5R,6S)-5-hydroxy-3-azabicyclo[4.1.0]heptane-3-carboxylate O[C@H]1CN(C[C@@H]2C[C@H]12)C(=O)OC(C)(C)C |r|